Cl.NCC1CCOC2=C(C=CC=C12)C1=CC=C(C#N)C=C1 4-[4-(aminomethyl)chroman-8-yl]benzonitrile hydrochloride salt